COCC(C(=O)NCCOC)OC1=CC=C2C(=CC(OC2=C1)=O)C1=C(C=CC=C1)C 3-methoxy-N-(2-methoxyethyl)-2-((2-oxo-4-(o-tolyl)-2H-chromen-7-yl)oxy)propanamide